tert-butyl 4-(((E)-3-fluoro-2-hydroxy-5-((E)-4-(pyrrolidin-1-yl)styryl) benzylidene)amino)piperazine-1-carboxylate FC=1C(=C(\C=N\N2CCN(CC2)C(=O)OC(C)(C)C)C=C(C1)\C=C\C1=CC=C(C=C1)N1CCCC1)O